NC1=NC=C(C#N)C(=C1)N[C@H]1[C@H](CC1)OC 6-amino-4-(((1R,2S)-2-methoxycyclobutyl)amino)nicotinonitrile